NC1=C2N=CN(C2=NC(=N1)F)[C@H]1C[C@@H]([C@@](O1)(C#C)CO[P@@](=O)(OC1=CC=CC=C1)N[C@@H](CC1=CC=CC=C1)C(=O)OCCCCCCCCCCCCCCCCCCCC)O Icosyl ((R)-(((2R,3S,5R)-5-(6-amino-2-fluoro-9H-purin-9-yl)-2-ethynyl-3-hydroxytetrahydrofuran-2-yl) methoxy)(phenoxy)phosphoryl)-L-phenylalaninate